(S)-1-(7-(1-(4-chlorobenzyl)piperidin-3-yl)-2-methylpyrazolo[1,5-a]pyrimidin-3-yl)-N-methylmethanamine ClC1=CC=C(CN2C[C@H](CCC2)C2=CC=NC=3N2N=C(C3CNC)C)C=C1